tert-butyl [{[15,19-difluoro-4-methyl-3,4-dihydro-2H,11H-12,16-(azeno)-10,6-(metheno)-1,5,11,13-benzodioxadiazacyclooctadecin-8-yl]methyl}(methyl)oxido-sulfanylidene]carbamate FC1=CN=C2NC=3C=C(C=C(OC(CCOC4=C(C1=N2)C=CC(=C4)F)C)C3)CS(=O)(C)=NC(OC(C)(C)C)=O